C[Si](C1=CC(=CC=C1)[Si](O)(C)C)(O)C m-bis(dimethylhydroxysilyl)benzene